P(=O)([O-])([O-])[O-].O=[Ta+3].[Ta+5] tantalum oxo-tantalum phosphate